7-bromo-3,6-dimethyl-2-(trimethylsilyl)-1H-pyrrolo[3,2-c]pyridine BrC=1C2=C(C=NC1C)C(=C(N2)[Si](C)(C)C)C